C(C)(C)(C)[C@@H]1CC=2C=C3C(=NC2CC1)SC(=N3)C(=O)N[C@H](CCN3CCC(CC3)O)C3=CC(=CC=C3)C(NC3CCN(CC3)C)=O |r| rac-(7S)-7-tert-butyl-N-[rac-(1R)-3-(4-hydroxy-1-piperidyl)-1-[3-[(1-methyl-4-piperidyl)carbamoyl]phenyl]propyl]-5,6,7,8-tetrahydrothiazolo[5,4-b]quinoline-2-carboxamide